BrC1=CN=C(O1)C([C@@H](CO)NC(OC(C)(C)C)=O)OCC tert-butyl ((2R)-1-(5-bromooxazol-2-yl)-1-ethoxy-3-hydroxypropan-2-yl)carbamate